C(C)(C)(C)OC(=O)NCCCCN N-(tert-butyloxycarbonyl)-1,4-diaminobutane